FC(COC1=CC=C(C=C1)C(C)=O)(F)F 1-[4-(2,2,2-Trifluoroethoxy)phenyl]ethan-1-one